6-bromo-N-(4-(trifluoromethyl)benzyl)imidazo[1,2-a]pyrazin-8-amine BrC=1N=C(C=2N(C1)C=CN2)NCC2=CC=C(C=C2)C(F)(F)F